C1(=CC=CC=C1)C=1OC(=C(N1)N1C=CC=2C=CC=NC2C1=O)C1=CC=C(C=C1)C(F)(F)F 7-{2-phenyl-5-[p-(trifluoromethyl)phenyl]-1,3-oxazol-4-yl}-1,7-diaza-8(7H)-naphthalenone